C(N)(=O)C1=C(C=C(C=C1)NC(C1=C(C=C(C=C1)NS(=O)(=O)CC)N1CCC2(CC2)CC1)=O)N1CCC(CC1)(F)F N-(4-carbamoyl-3-(4,4-difluoropiperidin-1-yl)phenyl)-4-(ethylsulfonamido)-2-(6-azaspiro[2.5]octan-6-yl)benzamide